CSC1=CC=C(C=C1)C1=CC=C(C=C1)OC1=C(N=NN1)C(=O)O 5-((4'-(methylthio)-[1,1'-biphenyl]-4-yl)oxy)-1H-1,2,3-triazole-4-carboxylic acid